OC1=CC2=C(OC(=C2)C(=O)C2=CC3=C(O2)C=CC(=C3)O)C=C1 Bis(5-hydroxybenzo[b]furan-2-yl)methanone